N-(2-(3,4-dichlorophenyl)cyclopentyl)-4-(trifluoromethoxy)benzene-sulfonamide ClC=1C=C(C=CC1Cl)C1C(CCC1)NS(=O)(=O)C1=CC=C(C=C1)OC(F)(F)F